ClC1=CC=C(C[C@H]2CO[C@H](CN2C2CCC(CC2)C=2OC(=CN2)C)C(=O)OC)C=C1 methyl (2R,5S)-5-(4-chlorobenzyl)-4-(4-(5-methyloxazol-2-yl)cyclohexyl)morpholine-2-carboxylate